ClC1=NC(=CC=C1[N+](=O)[O-])OC 2-chloro-6-methoxy-3-nitropyridin